R-1-chloro-2,3-propylene glycol ClC[C@@H](CO)O